N[C@H]1CS(C2=C(N(C1=O)CC1=CC=C(C=C1)Cl)C=C(C(=C2)F)C=2OC(=NN2)C(=O)N2CC(CC2)(F)F)(=O)=O (3R)-3-amino-5-[(4-chlorophenyl)methyl]-7-[5-(3,3-difluoropyrrolidine-1-carbonyl)-1,3,4-oxadiazol-2-yl]-8-fluoro-1,1-dioxo-2,3-dihydro-1lambda6,5-benzothiazepin-4-one